4-[4-(2-aminoethyl)phenyl]-3-[2-methyl-6-(1,3-thiazol-4-yl)pyrimidin-4-yl]oxybenzonitrile NCCC1=CC=C(C=C1)C1=C(C=C(C#N)C=C1)OC1=NC(=NC(=C1)C=1N=CSC1)C